bis((2,2-dioxido-1,3,2-dioxathiolan-4-yl)methyl)sulfate O=S1(OCC(O1)COS(=O)(=O)OCC1OS(OC1)(=O)=O)=O